N-(4-chloro-3-(7-(methylamino)-1,6-naphthyridin-3-yl)phenyl)-4-(2-cyanopropan-2-yl)picolinamide ClC1=C(C=C(C=C1)NC(C1=NC=CC(=C1)C(C)(C)C#N)=O)C=1C=NC2=CC(=NC=C2C1)NC